(5RS)-2-(4-Methylbenzyl)-5-(morpholin-4-ylcarbonyl)-5,6,7,8-tetrahydro[1,2,4]triazolo[4,3-a]pyridine-3(2H)-on CC1=CC=C(CN2N=C3N([C@H](CCC3)C(=O)N3CCOCC3)C2=O)C=C1 |r|